N-(1-((1R,3R)-3-cyanocyclobutyl)-3-(6-(methylsulfanyl)-4-(trifluoromethyl)pyridin-2-yl)-1H-pyrrolo[2,3-c]pyridin-5-yl)acetamide C(#N)C1CC(C1)N1C=C(C=2C1=CN=C(C2)NC(C)=O)C2=NC(=CC(=C2)C(F)(F)F)SC